[Si](C1=CC=CC=C1)(C1=CC=CC=C1)(C(C)(C)C)OC([C@]12CCCN2[C@H]([C@@H](C1)F)C)([2H])[2H] (2R,3S,7aS)-7a-(((tert-Butyldiphenylsilyl)oxy)methyl-d2)-2-fluoro-3-methylhexahydro-1H-pyrrolizine